C(C=C)(=S)OC(C1=CC=CC=C1)(C1=CC=CC=C1)C1=CC=CC=C1 triphenylmethyl thioacrylate